N1=C(C=CC2=C1C1=C(S2)C=CC=C1)C1=C2C(=CC=C1)N=C1C=CC3=C4C=CC=CC4=NC3=C12 (benzothienopyridinyl)indolocarbazole